1-(4-(6-chloro-8-fluoro-7-(2-fluoro-6-hydroxyphenyl)-2-(2-(methyl-amino)ethoxy)quinazolin-4-yl)piperazin-1-yl)prop-2-en-1-one ClC=1C=C2C(=NC(=NC2=C(C1C1=C(C=CC=C1O)F)F)OCCNC)N1CCN(CC1)C(C=C)=O